cyclopropyl-[(5S,7S)-7-fluoro-5-isopropyl-6,7-dihydro-5H-pyrrolo[1,2-b][1,2,4]triazol-2-yl]methanone C1(CC1)C(=O)C=1N=C2N(N1)[C@@H](C[C@@H]2F)C(C)C